FC1=CC=C(C=C1)N(C(=O)[C@H]1NC[C@@H](C1)O)C (2S,4R)-N-(4-fluorophenyl)-4-hydroxy-N-methylpyrrolidine-2-carboxamide